ClC=1C=C2C(=CNC2=CC1)CCC1N(CCC=2C=C3C(=CC12)ONO3)CC3CCNCC3 5-(2-(5-chloro-1H-indol-3-yl)ethyl)-6-(piperidin-4-ylmethyl)-5,6,7,8-tetrahydro-[1,3]dioxazolo[4,5-g]isoquinoline